NC=1C(=NC(=NC1C1=C2C=NN(C2=CC=C1C)C1OCCCC1)C1=C(C(=CC=C1)F)NC1=NC=CC(=N1)C)C(=O)OCC ethyl 5-amino-2-[3-fluoro-2-[(4-methylpyrimidin-2-yl)amino]phenyl]-6-(5-methyl-1-tetrahydropyran-2-yl-indazol-4-yl)pyrimidine-4-carboxylate